C(C1=CC=CC=C1)N1C[C@H](OC(C1)(C)C)C=O (2S)-4-benzyl-6,6-dimethylmorpholine-2-carbaldehyde